[4-(2,6-Dichlorobenzenesulfonyl)-1-piperazinyl]thiazole-5-carboxylic acid methyl ester COC(=O)C1=CN=C(S1)N1CCN(CC1)S(=O)(=O)C1=C(C=CC=C1Cl)Cl